NC1=C(C(=NC(=N1)C1CC1)N1CCS(CC1)(=O)=O)Cl 4-(6-amino-5-chloro-2-cyclopropylpyrimidin-4-yl)-1λ6-thiomorpholine-1,1-dione